ethyl 8-((4-methoxybenzyl)(methyl)amino)-6-((1-(1-methyl-1H-pyrazol-3-yl)-2-oxo-1,2-dihydropyridin-3-yl)amino)imidazo[1,2-b]pyridazine-3-carboxylate COC1=CC=C(CN(C=2C=3N(N=C(C2)NC=2C(N(C=CC2)C2=NN(C=C2)C)=O)C(=CN3)C(=O)OCC)C)C=C1